OC1=C(C=C(C=C1)N1CCN(CC1)S(=O)(=O)C1=CC=C(C=C1)NC(C1=C(C=CC=C1)N(S(=O)(=O)C)C)=O)C(F)(F)F N-[4-([4-[4-Hydroxy-3-(trifluoromethyl)phenyl]piperazin-1-yl]sulfonyl)phenyl]-2-(N-methyl-methanesulfonamido)benzamide